methyl 2-amino-4-bromobenzo[d]thiazole-6-carboxylate NC=1SC2=C(N1)C(=CC(=C2)C(=O)OC)Br